(R)-(3,3-difluorocyclobutyl)(5-(2-methyl-2H-pyrazolo[3,4-b]pyridin-5-yl)thieno[2,3-b]pyridin-2-yl)methanol FC1(CC(C1)[C@@H](O)C1=CC=2C(=NC=C(C2)C2=CC=3C(N=C2)=NN(C3)C)S1)F